[C@H]12CN(C[C@H](CC1)N2)C2=NC(=NC1=C(C(=CC=C21)C2=CC(=CC1=CC=CC=C21)O)F)OCC(CNC(CO)=O)(C)C N-(3-((4-((1R,5S)-3,8-diazabicyclo[3.2.1]octan-3-yl)-8-fluoro-7-(3-hydroxynaphthalen-1-yl)quinazolin-2-yl)oxy)-2,2-dimethylpropyl)-2-hydroxyacetamide